BrC=1C=C(C(=NC1)CCl)F 5-bromo-2-(chloromethyl)-3-fluoro-pyridine